1-benzyl-4-p-methoxyphenyl-1,2,3-triazole C(C1=CC=CC=C1)N1N=NC(=C1)C1=CC=C(C=C1)OC